N1=C(C=CC=C1)CCS(=O)(=O)NC1CCC=2C(=CC=CC12)C(=O)N ((2-(pyridin-2-yl)ethyl)sulfonamido)-2,3-dihydro-1H-indene-4-carboxamide